methoxy-5-(trifluoromethyl)-[1,1'-biphenyl]-2-carbonitrile COC1=C(C(=CC(=C1)C(F)(F)F)C1=CC=CC=C1)C#N